C[C@@H]1CN(CC[C@@H]1NC1=NN2C(C=NC(=C2OC2CC(OCC2)C)C=2C=NNC2)=N1)S(=O)(=O)C N-((3R,4S)-3-Methyl-1-(methylsulfonyl)piperidin-4-yl)-5-((2-methyltetrahydro-2H-pyran-4-yl)oxy)-6-(1H-pyrazol-4-yl)-[1,2,4]triazolo[1,5-a]pyrazin-2-amine